ClC=1C=C(C=CC1)NC(=O)N1C(O[C@H]([C@@H]1C1=CC=CC=C1)C(C)C)=O trans-N-(3-chlorophenyl)-5-(1-methylethyl)-2-oxo-4-phenyl-3-oxazolidinecarboxamide